tert-butyl 2-[6-(trifluoromethyl)pyridin-2-yl]-2,6-diazaspiro[3.5]nonane-6-carboxylate FC(C1=CC=CC(=N1)N1CC2(C1)CN(CCC2)C(=O)OC(C)(C)C)(F)F